CC1=C(OCC(C)OP(=O)(O)O)C=CC=C1.[N+](=O)([O-])C1=C(C=CC=C1)C(C)=O (2-nitrophenyl)ethan-1-one mono(1-o-methylphenoxy-2-propyl)phosphate